9-(1-((2,3-difluorophenyl)amino)ethyl)-7-((R)-3-(dimethylamino)pyrrolidine-1-carbonyl)-2-morpholino-4H-pyrido[1,2-a]pyrimidin-4-one FC1=C(C=CC=C1F)NC(C)C1=CC(=CN2C1=NC(=CC2=O)N2CCOCC2)C(=O)N2C[C@@H](CC2)N(C)C